[C@H]12CC(C[C@H](CC1)O2)N (1R,3s,5S)-8-oxabicyclo[3.2.1]octan-3-amine